[4-[4-(2-methoxy-phenyl)-piperidin-1-yl]-2-(1-trifluoromethyl-cyclopentyl)-quinazolin-6-yl]-methyl-(2-morpholin-4-yl-ethyl)-amine COC1=C(C=CC=C1)C1CCN(CC1)C1=NC(=NC2=CC=C(C=C12)N(CCN1CCOCC1)C)C1(CCCC1)C(F)(F)F